SC(CCC(=O)OCC(COC(CCC(C)S)=O)(COCC(COC(CCC(C)S)=O)(COC(CCC(C)S)=O)COC(CCC(C)S)=O)COC(CCC(C)S)=O)C dipentaerythritol hexa(4-mercaptovalerate)